Tetrapentyl-Ammonium Hydroxide [OH-].C(CCCC)[N+](CCCCC)(CCCCC)CCCCC